Dimethyl-Diallylammonium Chloride [Cl-].C[N+](CC=C)(CC=C)C